ClCC1=CC=C(C=C1)C=1OC(C2=C(N1)C=CC=C2)=O 2-(4-(chloromethyl)phenyl)-4H-benzo[d][1,3]Oxazin-4-one